P(O)(=O)(OP(=O)(O)OP(=O)(O)O)OC[C@@H]1[C@H](C[C@@H](O1)N1C(=O)N=C(N)C=C1)O deoxycytidine-5'-O-triphosphate